N'-((2,2-difluoro-5-(methoxymethyl)-1,2,3,5,6,7-hexahydro-s-indacen-4-yl)carbamoyl)-6,7-dihydro-5H-pyrazolo[5,1-b][1,3]oxazine-3-sulfonimidamide FC1(CC2=CC=3CCC(C3C(=C2C1)NC(=O)N=S(=O)(N)C=1C=NN2C1OCCC2)COC)F